C1(=CC=C(C=C1)N)C=1CCCCC1 2',3',4',5'-tetrahydro-[1,1'-biphenyl]-4-amine